1-o-chlorophenyl-3-methyl-1H-1,2,4-triazole ClC1=C(C=CC=C1)N1N=C(N=C1)C